C(C)N1CCN(CC1)CC1=C(C=C(C=C1)N=C=S)C(F)(F)F 1-ethyl-4-(4-isothiocyanato-2-(trifluoromethyl)benzyl)piperazine